ethyl (R)-4-(N-(1-(tert-butoxycarbonyl)-3-(hydroxymethyl)pyrrolidin-3-yl)sulfamoyl)-3-fluoro-1-methyl-1H-pyrrole-2-carboxylate C(C)(C)(C)OC(=O)N1C[C@](CC1)(CO)NS(=O)(=O)C=1C(=C(N(C1)C)C(=O)OCC)F